C1(=[C-]C=CC=C1)C#CC1=CC=CC=C1 tolanide